COC(C1=CC2=C(SC(=C2)C(=O)OC2=C(C(=C(C(=C2F)F)F)F)F)C=C1)P(O)(O)=O (methoxy(2-((perfluorophenoxy)carbonyl)benzo[b]thiophen-5-yl)methyl)phosphonic acid